(2R)-3-[4-(4-fluorophenyl) phenyl]-benzyl 2-hydroxypropionate O[C@@H](C(=O)OCC1=CC(=CC=C1)C1=CC=C(C=C1)C1=CC=C(C=C1)F)C